N-(7-methoxyisoquinolin-5-yl)-4-(1-methylpiperidin-4-yl)benzamide COC1=CC(=C2C=CN=CC2=C1)NC(C1=CC=C(C=C1)C1CCN(CC1)C)=O